C(OC1C(CCCC1)C=CC)([O-])=O 2-propenylcyclohexyl carbonate